C(CCCCCCCCCCC)SC(S)=S.CC(C(=O)O)C methylpropionic acid dodecyltrithiocarbonate